5,5'-pyridin-3,5-diylbis(oxy)bis(isobenzofuran-1,3-dione) N1=CC(=CC(=C1)OC=1C=C2C(OC(C2=CC1)=O)=O)OC=1C=C2C(OC(C2=CC1)=O)=O